CN(C/C=C/C(=O)N1CC(C1)CN1CCC(CC1)N1N=CC(=C1)C=1C=C(C=2N(C1)N=CC2C#N)OC)C (E)-6-(1-(1-((1-(4-(dimethylamino)but-2-enoyl)azetidin-3-yl)methyl)piperidin-4-yl)-1H-pyrazol-4-yl)-4-methoxypyrazolo[1,5-a]pyridine-3-carbonitrile